N1=C(SC2=C1CCOC2)NC(C2=CN=C(C=C2C2=C(C=CC=C2)OC)C)=O N-(6,7-Dihydro-4H-pyrano[4,3-d]thiazol-2-yl)-4-(2-methoxyphenyl)-6-methylnicotinamide